F[Si](N(C(C)C)C(C)C)(F)F trifluoro(diisopropyl)aminosilane